((2-fluoro-6-(hydroxymethyl)phenyl)amino)-3-((6-methoxy-2-methyl-1,2,3,4-tetrahydroisoquinolin-7-yl)amino)-1,2,4-triazine-6-carboxamide FC1=C(C(=CC=C1)CO)NC=1N=C(N=NC1C(=O)N)NC1=C(C=C2CCN(CC2=C1)C)OC